5-Benzenesulfonyl-6-trifluoromethyl-1H-benzoimidazol C1(=CC=CC=C1)S(=O)(=O)C1=CC2=C(NC=N2)C=C1C(F)(F)F